3-fluoro-N-(4-fluoro-2-methyl-1,3-benzoxazol-6-yl)-5-(3-methylpiperazin-1-yl)thiophene-2-carboxamide FC1=C(SC(=C1)N1CC(NCC1)C)C(=O)NC1=CC2=C(N=C(O2)C)C(=C1)F